C/C(/CC)=N\O (NE)-N-butan-2-ylidenehydroxylamine